ClC=1C(=C(C=CC1)C=1C(=CC=2C3=C(C(=NC2C1F)SC)N=NN3[C@@H]3C[C@H](N(CC3)C(=O)OC(C)(C)C)CC#N)C)C tert-butyl (2S,4S)-4-(7-(3-chloro-2-methylphenyl)-6-fluoro-8-methyl-4-(methylthio)-1H-[1,2,3]triazolo[4,5-c]quinolin-1-yl)-2-(cyanomethyl)piperidine-1-carboxylate